S(C#N)CC1(CCCCC1)O 1-thiocyanomethyl-cyclohexanol